NC(C(=O)O)CC1=CC=C(C=C1)OCCCBr 2-amino-3-(4-(3-bromopropoxy)phenyl)propanoic acid